FC1=C(CNC(=O)N2CCC3(N(C4=CC=C(C=C4C(C3)=O)F)CC)CC2)C=C(C(=C1)F)NCCO N-(2,4-difluoro-5-((2-hydroxyethyl)amino)benzyl)-1'-ethyl-6'-fluoro-4'-oxo-3',4'-dihydro-1'h-spiro[piperidine-4,2'-quinoline]-1-carboxamide